1-(tert-Butyl)-3-(3,4-difluorophenyl)-5-methyl-pyrazol-4-ol C(C)(C)(C)N1N=C(C(=C1C)O)C1=CC(=C(C=C1)F)F